BrC1=CC(=C(C=C1C)N(C(C=C)=O)C1=NN(C2=CC=CC=C12)C)C1CC1 N-(4-bromo-2-cyclopropyl-5-methylphenyl)-N-(1-methylindazol-3-yl)prop-2-enamide